C[C@@H]1N[C@@H](CC(C1)N1N=CC(=C1)N)C ((2S,4s,6R)-2,6-dimethylpiperidin-4-yl)-1H-pyrazol-4-amine